CN(C1=CC=C(OC=2N=C(C3=C(N2)C=NC=C3)O)C=C1)C1=CC(=C(C=C1)OCC(F)(F)F)N1CCN(CC1)C (4-(methyl(3-(4-methylpiperazin-1-yl)-4-(2,2,2-trifluoroethoxy)phenyl)amino)phenoxy)pyrido[3,4-d]pyrimidin-4-ol